bromonaphthaleneamide BrC1=C(C2=CC=CC=C2C=C1)C(=O)N